[2H]C(C([2H])([2H])[2H])(C)NN (1,2,2,2-Tetradeuterio-1-methyl-ethyl)hydrazine